OCC1=CC=C(C=C1)NC(=O)[C@H](C(C)C)NC(=O)[C@H]1N(CCC1)C(=O)OCC1C2=CC=CC=C2C=2C=CC=CC12 9H-fluoren-9-ylmethyl (2S)-2-[[(1S)-1-[[4-(hydroxymethyl)phenyl]carbamoyl]-2-methyl-propyl]carbamoyl]pyrrolidine-1-carboxylate